CC/C=C/C=C/C=C/C=C/CCCCCCCC(=O)O all-trans-octadeca-9,11,13,15-tetraenoic acid